tert-butyl (1R,5S,6r)-6-(((6-(trifluoromethyl)pyridin-3-yl)oxy)methyl)-3-azabicyclo[3.1.0]hexane-3-carboxylate FC(C1=CC=C(C=N1)OCC1[C@H]2CN(C[C@@H]12)C(=O)OC(C)(C)C)(F)F